C(C1=CC=CC=C1)(=O)OCCOCCOC(C1=CC=CC=C1)=O oxybis(ethane-2,1-diyl) dibenzoate